2-[4-(4-tert-butyl-N-methylanilino)phenoxy]pyrido[3,4-d]pyrimidin-4-ol C(C)(C)(C)C1=CC=C(N(C)C2=CC=C(OC=3N=C(C4=C(N3)C=NC=C4)O)C=C2)C=C1